1-(4-(1H-indol-3-yl)-2-(3-methylmorpholino)-5,8-dihydropyrido[3,4-d]pyrimidin-7(6H)-yl)-2-fluoro-2-methylpropan-1-one N1C=C(C2=CC=CC=C12)C=1C2=C(N=C(N1)N1C(COCC1)C)CN(CC2)C(C(C)(C)F)=O